(S)-Di-tert-butyl-2-(3-((S)-1-(tert-butoxy)-6-(6-fluoronicotinamido)-1-oxohexan-2-yl)ureido)pentanedioate C(C)(C)(C)OC([C@H](CCC(=O)OC(C)(C)C)NC(=O)N[C@H](C(=O)OC(C)(C)C)CCCCNC(C1=CN=C(C=C1)F)=O)=O